4-((1R,2S)-2-(cyclobutylamino)-cyclopropyl)-5-methyl-N-(5-methyl-1,3,4-thiadiazol-2-yl)thiophene-2-carboxamide C1(CCC1)N[C@@H]1[C@H](C1)C=1C=C(SC1C)C(=O)NC=1SC(=NN1)C